C1(CC1)CNC(=O)C1=C(C=C(C=C1)C1=C(NC(=C1C1=C(C=C(C=C1)NC(C(=C)F)=O)C)C)C(=O)N)OC 3-(4-((cyclopropylmethyl)carbamoyl)-3-methoxyphenyl)-4-(4-(2-fluoroacrylamido)-2-methylphenyl)-5-methyl-1H-pyrrole-2-carboxamide